N-(1-(5-((7-cyclobutoxy-4-oxo-3,4-dihydrophthalazin-1-yl)methyl)-2-fluorobenzoyl)azetidin-3-yl)-N-methyloxetane-2-carboxamide C1(CCC1)OC1=CC=C2C(NN=C(C2=C1)CC=1C=CC(=C(C(=O)N2CC(C2)N(C(=O)C2OCC2)C)C1)F)=O